CN1C(C(=CC2=NC=CC(=C12)OCC1(CC1)S(=O)(=O)C1(COC(OC1)(C)C)C)C(=O)OCC)=O ethyl 1-methyl-2-oxo-8-((1-((2,2,5-trimethyl-1,3-dioxan-5-yl)sulfonyl)cyclopropyl)methoxy)-1,2-dihydro-1,5-naphthyridine-3-carboxylate